N1C=CC2=CC=C(C=C12)NC(C(CC(C)C)N1C(C2=CC=CC=C2C1)=O)=O N-(1H-indol-6-yl)-4-methyl-2-(1-oxo-isoindol-2-yl)valeramide